FC1=C(C(=O)N[C@H](C(=O)OC)CC2=C3C=CC=NC3=C(C=C2)C=2C(N(C3=CC=CC=C3C2)C)=O)C(=CC=C1)F methyl (S)-2-(2,6-difluorobenzamido)-3-(1-methyl-2-oxo-1,2-dihydro-[3,8'-biquinolin]-5'-yl)propanoate